2,3,5,6-tetrahydro-6-phenylimidazo-[2,1-b]-thiazole hydrochloride Cl.C1(=CC=CC=C1)C1N=C2SCCN2C1